[N+](=O)(O)[O-].C1(=CC=CC=C1)N1C(C=C(C=C1C1=CC=CC=C1)C1=CC=CC=C1)C1=CC=CC=C1 1,2,4,6-tetraphenylpyridine nitrate